1-oxy-2,2,6,6-tetramethylpiperidine CC1(CCCC(N1O)(C)C)C